tert-butyl 4-[2-[(1R,2R)-2-[4-[(2-tert-butoxy-2-oxo-ethoxy)methyl]-1-piperidyl]cyclopentoxy]-6-chloro-8-fluoro-7-(3-hydroxy-1-naphthyl)quinazolin-4-yl]piperazine-1-carboxylate C(C)(C)(C)OC(COCC1CCN(CC1)[C@H]1[C@@H](CCC1)OC1=NC2=C(C(=C(C=C2C(=N1)N1CCN(CC1)C(=O)OC(C)(C)C)Cl)C1=CC(=CC2=CC=CC=C12)O)F)=O